2-(ethylthio)acetyl chloride C(C)SCC(=O)Cl